1,1'-(1,2-phenylenedi(propane-3,1-diyl))bis(1-ethylpyrrolidin-1-ium) C1(=C(C=CC=C1)CCC[N+]1(CCCC1)CC)CCC[N+]1(CCCC1)CC